BrC1=CC=C2C=NN(C(C2=C1)=O)CC1OC1 7-bromo-2-(oxiran-2-ylmethyl)phthalazin-1(2H)-one